N[C@H](C(=O)O)CC1=CN(C2=CC=CC=C12)C (2S)-2-amino-3-(1-methylindol-3-yl)propanoic acid